N1-(3-acrylamido-4-((S)-3,4-dimethylpiperazin-1-yl)phenyl)-N1-((1r,4S)-4-((5-cyanopyridin-2-yl)amino)cyclohexyl)-N2-(3-fluorobenzyl)oxalamide C(C=C)(=O)NC=1C=C(C=CC1N1C[C@@H](N(CC1)C)C)N(C(C(=O)NCC1=CC(=CC=C1)F)=O)C1CCC(CC1)NC1=NC=C(C=C1)C#N